3-(4-aminophenyl)-1-(1,1,1-trifluoropropan-2-yl)-1H-pyrazolo[3,4-d]pyrimidin-4-ylamine NC1=CC=C(C=C1)C1=NN(C2=NC=NC(=C21)N)C(C(F)(F)F)C